C(#N)C(C(=O)O)C 2-CYANO-2-METHYLACETIC ACID